bromo-boron nitrogen [N].Br[B]